CCCCC1=C(C=CC=C1O)C Butyl-m-cresol